1-(3-(6-(2-fluoro-6-hydroxyphenyl)-1H-benzo[d]imidazol-1-yl)azetidin-1-yl)prop-2-en-1-one FC1=C(C(=CC=C1)O)C=1C=CC2=C(N(C=N2)C2CN(C2)C(C=C)=O)C1